C(C1=CC=C(C(=O)O)C=C1)(=O)O.C(C)O.C(C)O di-ethanol terephthalate